1-(11Z,14Z-eicosadienoyl)-2-tridecanoyl-glycero-3-phospho-(1'-sn-glycerol) CCCCCCCCCCCCC(=O)O[C@H](COC(=O)CCCCCCCCC/C=C\C/C=C\CCCCC)COP(=O)(O)OC[C@H](CO)O